9-(4-((1-(3-fluoropropyl)azetidin-3-yl)methyl)phenyl)-8-(o-tolyl)-6,7-dihydro-5H-benzo[7]annulene-3-carboxylic acid hydrochloride Cl.FCCCN1CC(C1)CC1=CC=C(C=C1)C1=C(CCCC2=C1C=CC(=C2)C(=O)O)C2=C(C=CC=C2)C